N1,N3-bis(3-aminopropyl)-5-[2-(3-aminopropylamino)-2-oxo-ethyl]benzene-1,3-dicarboxamide NCCCNC(=O)C1=CC(=CC(=C1)CC(=O)NCCCN)C(=O)NCCCN